2-(4-(4-(dimethylamino)piperidin-1-yl)-2-methoxy-5-methylphenyl)-N4-(1-(methylsulfonyl)indolin-7-yl)-7H-pyrrolo[2,3-d]pyrimidine-2,4-diamine CN(C1CCN(CC1)C1=CC(=C(C=C1C)C1(N=C(C2=C(N1)NC=C2)NC=2C=CC=C1CCN(C21)S(=O)(=O)C)N)OC)C